COC1C(CCCC1)OP([O-])([O-])(C)C 2-methoxycyclohexyldimethylphosphite